C(C1=CC=CC=C1)N1CCN(CC1)C(=O)C1CCN(CC1)C1=NN=C(C=2C1=NN(C2C)C2=CC=C(C=C2)C)C (4-benzylpiperazin-1-yl)(1-(3,4-dimethyl-2-(p-tolyl)-2H-pyrazolo[3,4-d]pyridazin-7-yl)piperidin-4-yl)methanone